FC1=C(C(=CC=C1C(F)(F)F)F)B(O)O (2,6-difluoro-3-(trifluoromethyl)phenyl)boronic acid